(R)-N,N-dimethyl-2-(3-(5-(trifluoromethyl)pyridin-2-yloxy)pyrrolidin-1-yl)benzamide CN(C(C1=C(C=CC=C1)N1C[C@@H](CC1)OC1=NC=C(C=C1)C(F)(F)F)=O)C